Cl.N[C@H](CO)C(=O)O D-serine hydrochloride